CC1=NNC(=N1)N1CCCCC1 (3-methyl-1H-1,2,4-triazol-5-yl)piperidine